3-(4-(bis(2-Hydroxydodecyl)amino)butyl)-6-(4-((2-hydroxydodecyl)(2-hydroxyundecyl)amino)butyl)-1,4-dioxan-2,5-dion OC(CN(CCCCC1C(OC(C(O1)=O)CCCCN(CC(CCCCCCCCC)O)CC(CCCCCCCCCC)O)=O)CC(CCCCCCCCCC)O)CCCCCCCCCC